C(\C=C\C1=CC(OC)=C(O)C=C1)(=O)SCCNC(CCNC([C@@H](C(COP(OP(OC[C@@H]1[C@H]([C@H]([C@@H](O1)N1C=NC=2C(N)=NC=NC12)O)OP(=O)(O)O)(=O)O)(=O)O)(C)C)O)=O)=O Feruloyl-Coenzyme A